C1(=CC(=CC=C1)[C@@H](C)N)C (R)-1-(m-tolyl)ethan-1-amine